4-((5-chloro-2-(N-methyl-methanesulfonamido)phenyl)amino)-6-((2,6-dimethyl-pyrimidin-4-yl)amino)-N-ethoxynicotinamide ClC=1C=CC(=C(C1)NC1=CC(=NC=C1C(=O)NOCC)NC1=NC(=NC(=C1)C)C)N(S(=O)(=O)C)C